2-[5-(cyclopentylidenemethyl)-2-thienyl]-4,4,5,5-tetramethyl-1,3,2-Dioxaborolane C1(CCCC1)=CC1=CC=C(S1)B1OC(C(O1)(C)C)(C)C